6-(5-chloro-7-methoxy-2,3-diphenylpyrazolo[1,5-a]pyrimidin-6-yl)-2-methylbenzo[d]thiazole ClC1=NC=2N(C(=C1C1=CC3=C(N=C(S3)C)C=C1)OC)N=C(C2C2=CC=CC=C2)C2=CC=CC=C2